(S)-2-cyclopropyl-4-((1-(6-cyclopropylpyridin-3-yl)pyrrolidin-3-yl)methoxy)pyrimidine-5-carbonitrile C1(CC1)C1=NC=C(C(=N1)OC[C@@H]1CN(CC1)C=1C=NC(=CC1)C1CC1)C#N